C[C@@H]1CCNC(OCCN2C(=CC(C3=NNC=4C=CC(O1)=CC34)=C2)C#N)=O (13R)-13-methyl-9-oxo-8,14-dioxa-5,10,19,20-tetraazatetracyclo[13.5.2.12,5.018,21]tricosa-1(20),2(23),3,15(22),16,18(21)-hexaene-4-carbonitrile